C(#N)C1=CC=C(C=C1)[NH-] N-(4-cyanophenyl)amide